COC1=CC=C(C=C1)S(=O)(=O)N1N=C(C2=CC=CC=C12)C1=CC=CC=C1 1-((4-methoxyphenyl)sulfonyl)-3-phenyl-1H-indazole